CC1C(C)O1 1,2-dimethylethylene ether